CN1C(CCC1)C=CC(=O)O 3-(1-Methylpyrrolidin-2-yl)prop-2-enoic acid